3-methyl-1,3-diazepan-2-one CN1C(NCCCC1)=O